ClC=1C=C(C#N)C=C(C1)CCN1C[C@H]([C@@H](C1)C)COC=1C=NC(=CC1)S(=O)(=O)C 3-chloro-5-{2-[(3S,4S)-3-{[(6-methanesulfonylpyridin-3-yl)oxy]methyl}-4-methylpyrrolidin-1-yl]ethyl}benzonitrile